1-N'-(4-fluorophenyl)-1-N-[4-[7-(1-methylsulfonylpyrrolidin-3-yl)quinolin-4-yl]Oxyphenyl]Cyclopropane-1,1-dicarboxamide FC1=CC=C(C=C1)NC(=O)C1(CC1)C(=O)NC1=CC=C(C=C1)OC1=CC=NC2=CC(=CC=C12)C1CN(CC1)S(=O)(=O)C